2-methoxy-3-(5-methylpyrazin-2-yl)aniline COC1=C(N)C=CC=C1C1=NC=C(N=C1)C